2-[(CYCLOPROPYLMETHYL)(METHYL)AMINO]ACETALDEHYDE C1(CC1)CN(CC=O)C